FC=1C=C(C=CC1OC)[C@H](CC(=O)O)NC(=O)C=1NC=C(C1)CCC1=NC=2NCCCC2C=C1 (S)-3-(3-fluoro-4-methoxyphenyl)-3-(4-(2-(5,6,7,8-tetrahydro-1,8-naphthyridin-2-yl)ethyl)-1H-pyrrole-2-carboxamido)propionic acid